C(=O)O.CN([C@@H]1CN(CC1)C1=NC=C(C(=N1)OCC)C(=O)NC=1C=C(C=2N(C1)C=C(N2)C)F)C (S)-2-(3-(dimethylamino)pyrrolidin-1-yl)-4-ethoxy-N-(8-fluoro-2-methylimidazo[1,2-a]pyridin-6-yl)pyrimidine-5-carboxamide formate salt